CN(C1CCC(CC1)NC1=NC2=CC(=CC=C2C=N1)C=1C=C(C=CC1)NC(C=C)=O)C N-[3-(2-{[(1r,4r)-4-(dimethylamino)cyclohexyl]amino}quinazolin-7-yl)phenyl]prop-2-enamide